N,N-dimethyl-2-trifluoromethylbenzylamine CN(C)CC1=C(C=CC=C1)C(F)(F)F